(2-(9H-carbazole-9-yl)ethyl)phosphonic acid C1=CC=CC=2C3=CC=CC=C3N(C12)CCP(O)(O)=O